OP(O)OP(O)O.C(C)(C)(C)C1=C(C(=CC(=C1)C)C(C)(C)C)CCCCCCCCC(O)(C(CO)(CO)CO)C1=CC=CC=C1 2,6-di-tert-butyl-4-methylphenyloctylphenyl-pentaerythritol diphosphite